4-(4-(trifluoromethoxy)phenoxy)-1H-1,2,3-triazole FC(OC1=CC=C(OC=2N=NNC2)C=C1)(F)F